1-(naphthalen-1-yl)piperidine C1(=CC=CC2=CC=CC=C12)N1CCCCC1